COC=1C=C(CN(N2C(C=C(C=C2C)OCC2=CC(=CC=C2)OC)=O)CC2=CC(=CC=C2)OC)C=CC1 1-(bis(3-methoxybenzyl)amino)-4-((3-methoxybenzyl)oxy)-6-methylpyridin-2(1H)-one